C(C1=CC(C(=O)NN)=CC=C1)(=O)NN isophthalic acid dihydrazide